FC(COCC(=O)N)F 2-(difluoroethoxy)-acetamide